3-(2-chloro-4-pyrimidinyl)-7-nitro-1H-indole ClC1=NC=CC(=N1)C1=CNC2=C(C=CC=C12)[N+](=O)[O-]